CC(C(=O)O)(CNC1=NC=CC=C1)C 2,2-dimethyl-3-[(pyridin-2-yl)amino]propanoic acid